2-[6-[5-(6-methyl-2-pyridyl)-1H-imidazol-4-yl]-3-quinolyl]-4,5,6,7-tetrahydrothiazolo[4,5-c]pyridine CC1=CC=CC(=N1)C1=C(N=CN1)C=1C=C2C=C(C=NC2=CC1)C=1SC2=C(CNCC2)N1